C12C(CC(C=C1)C2)CC(=O)NCCCCCC(=O)N2CCC(CC2)(COC(C2=CC=C(C=C2)OC)(C2=CC=C(C=C2)OC)C2=CC=C(C=C2)OC)COC(CCC(=O)[O-])=O.C(C)[NH+](CC)CC Triethylammonium 4-((1-(6-(2-(bicyclo[2.2.1]hept-5-en-2-yl)acetamido)hexanoyl)-4-((tris(4-methoxyphenyl)methoxy)methyl)piperidin-4-yl)methoxy)-4-oxobutanoate